8-chloro-6-(((S)-1-(1-((1R,5S,6s)-3-(oxetan-3-yl)-3-azabicyclo[3.1.0]hexan-6-yl)-1H-1,2,3-triazol-4-yl)(pyridin-3-yl)methyl)amino)-4-(((R)-1-phenylpropyl)amino)quinoline-3-carbonitrile ClC=1C=C(C=C2C(=C(C=NC12)C#N)N[C@H](CC)C1=CC=CC=C1)N[C@H](C=1N=NN(C1)C1[C@@H]2CN(C[C@H]12)C1COC1)C=1C=NC=CC1